COC(C(CCCCCCCCCCCCCC)N1C(CCC2=CC=C(C=C12)CCN1CCN(CC1)C1=CC(=CC2=C1C=CS2)F)=O)=O (7-(2-(4-(6-fluorobenzothiophen-4-yl)piperazin-1-yl)ethyl)-2-oxo-3,4-dihydroquinoline-1(2H)-yl)palmitic acid methyl ester